C12CC(CCC2O1)C(=O)OCC(CCCC)CC 2-ethylhexyl 7-oxabicyclo[4.1.0]heptane-3-Carboxylate